Cl.Cl.ClC1=C(C2=C(NC(=N2)CN)C=C1)F 1-(5-chloro-4-fluoro-1H-benzimidazol-2-yl)methanamine dihydrochloride